2-(((3,5-Dichloropyridin-4-yl)methyl)sulfanyl)-6-methyl-3,5,6,7-tetrahydro-4H-pyrrolo[3,4-d]pyrimidin-4-one ClC=1C=NC=C(C1CSC=1NC(C2=C(N1)CN(C2)C)=O)Cl